C(#N)N1C[C@@H](OCC1)C(=O)NC=1N=CC2=CC=C(C=C2C1)C#N (R)-4-cyano-N-(6-cyanoisoquinolin-3-yl)morpholine-2-carboxamide